2-(dimethylamino)ethyl 3-(3-(3,5-dimethyl-1H-pyrazol-4-yl)propoxy)-4-fluorobenzoate CC1=NNC(=C1CCCOC=1C=C(C(=O)OCCN(C)C)C=CC1F)C